perfluoro-(2,2-dimethyl-1,3-dioxole) FC=1OC(OC1F)(C(F)(F)F)C(F)(F)F